ClC1=C(C=C(C(=C1)OC)OC)C1=C(N=CC=2N1C=CN2)F 5-(2-chloro-4,5-dimethoxy-phenyl)-6-fluoro-imidazo[1,2-a]pyrazin